5-(2,2,2-trifluoro-1-(methylamino)ethyl)pyrimidin-2-amine FC(C(NC)C=1C=NC(=NC1)N)(F)F